2-chloro-5,5-dimethyl-1,3,2-dioxaphospholane 2-oxide ClP1(OC(CO1)(C)C)=O